Tert-Butyl 2-(4-(2-hydroxyethyl)piperazin-1-yl)acetate OCCN1CCN(CC1)CC(=O)OC(C)(C)C